P(O)(O)O.C(C)N1CCCCC1 1-ethylpiperidine phosphite